BrC=1C(=C(C(=CC1)C1=C(C=CC=C1F)Cl)O)F bromo-2'-chloro-3,6'-difluoro-[1,1'-biphenyl]-2-ol